O1CCC(CC1)C1=CC=C(OC=2N=NNC2C(=O)O)C=C1 4-(4-(tetrahydro-2H-pyran-4-yl)phenoxy)-1H-1,2,3-triazole-5-carboxylic acid